3-(4-methyl-3-oxo-piperazin-1-yl)azetidine-1-carboxylic acid tert-butyl ester C(C)(C)(C)OC(=O)N1CC(C1)N1CC(N(CC1)C)=O